NCC1=CC=C(C=C1)C1=CC(=C(C=C1)OC)S(=O)(=O)N1CCC2(CC(CO2)NC[C@@H](COC=2C=C(C=CC2)S(=O)(=O)NC)O)CC1 3-((2S)-3-(8-(4'-(aminomethyl)-4-methoxybiphenyl-3-ylsulfonyl)-1-oxa-8-azaspiro[4.5]dec-3-ylamino)-2-hydroxypropoxy)-N-methylbenzenesulfonamide